2-bromo-6-fluoro-[1,2,4]triazolo[1,5-a]pyridine BrC1=NN2C(C=CC(=C2)F)=N1